O=C1NC(CCC1N1C(C2=CC=C(C=C2C1)C#CC1CNC1)=O)=O 3-((2-(2,6-dioxopiperidin-3-yl)-1-oxoisoindoline-5-yl)ethynyl)azetidine